NC(CCC)(COC=1C=CC(=NC1C(F)F)C1=CC(=NC=C1)C(F)F)C 4-amino-5-((2',6-bis(difluoromethyl)-[2,4'-bipyridyl]-5-yl)oxy)-4-methylpentane